C(C)(=O)C=1C(=NC(=CC1)N1C=NC2=C1C=CC(=C2)NC=2N=NC(=CC2)C)N(C)CC2(CC2)C#N 1-[[[3-acetyl-6-[5-[(6-methylpyridazin-3-yl)amino]benzimidazol-1-yl]-2-pyridyl]-methyl-amino]methyl]cyclopropanecarbonitrile